N1=CC(=CC=C1)CCO 2-(pyridin-3-yl)ethanol